3-(5-(7H-pyrrolo[2,3-d]pyrimidin-4-yl)pyridin-2-yl)-6-(4-fluoro-3-methylbenzyl)-3,6-diazabicyclo[3.1.1]heptane N1=CN=C(C2=C1NC=C2)C=2C=CC(=NC2)N2CC1N(C(C2)C1)CC1=CC(=C(C=C1)F)C